O=C([C@H](O)[C@@H](O)[C@H](O)[C@H](O)CO)[O-].[Co+2].O=C([C@H](O)[C@@H](O)[C@H](O)[C@H](O)CO)[O-] cobalt(II) gluconate